5,6-dihydro-1,3(2H)-pyridinedicarboxylate N1(CC(=CCC1)C(=O)[O-])C(=O)[O-]